OCC1=CN=C(S1)NC1=NC(=NC(=C1)OC)NC1CC2CCC(C1)N2CCC#N 3-((3-Exo)-3-((4-((5-(hydroxymethyl)thiazol-2-yl)amino)-6-methoxypyrimidin-2-yl)amino)-8-azabicyclo[3.2.1]oct-8-yl)propionitrile